((S)-1-(4-fluorophenyl)-3,4-dihydroisoquinolin-2(1H)-yl)((R)-2-((methylamino)methyl)morpholinyl)methanone FC1=CC=C(C=C1)[C@@H]1N(CCC2=CC=CC=C12)C(=O)N1C[C@H](OCC1)CNC